(RS)-5-Bromo-pyridine-2-carboxylic acid (4-pyrrolidin-3-yl-phenyl)-amide N1C[C@H](CC1)C1=CC=C(C=C1)NC(=O)C1=NC=C(C=C1)Br |r|